COC(C1=C(N=CC(=C1C)Cl)Cl)=O 2,5-dichloro-4-methylnicotinic acid methyl ester